NC=1C=C(C=C2C=C(N=CC12)NC(=O)[C@H]1[C@@H](C1)C=1C=NN(C1)C)C=1C(=NC=CC1C)N1CCCCC1 trans-N-(8-amino-6-(4-methyl-2-(piperidin-1-yl)pyridin-3-yl)isoquinolin-3-yl)-2-(1-methyl-1H-pyrazol-4-yl)cyclopropane-1-carboxamide